(R)-6-(2-hydroxy-2-methylpropoxy)-4-(6-(4-(2-methoxy-2-phenylacetyl)piperazin-1-yl)pyridin-3-yl)pyrazolo[1,5-a]pyridine-3-carbonitrile OC(COC=1C=C(C=2N(C1)N=CC2C#N)C=2C=NC(=CC2)N2CCN(CC2)C([C@@H](C2=CC=CC=C2)OC)=O)(C)C